N-(tert-butyl)-4-fluoro-3-(5'-(methylsulfonamido)spiro[cyclohexane-1,3'-indoline]-1'-carbonyl)benzenesulfonamide C(C)(C)(C)NS(=O)(=O)C1=CC(=C(C=C1)F)C(=O)N1CC2(C3=CC(=CC=C13)NS(=O)(=O)C)CCCCC2